OC(C(=O)N1C[C@@H](N(C[C@H]1C)C=1C2=C(N=CN1)N(C=C2C2=C(C=CC=C2)F)C=2C=C(C#N)C=CN2)C)(CO)C 2-(4-((2S,5R)-4-(2,3-Dihydroxy-2-methylpropanoyl)-2,5-dimethylpiperazin-1-yl)-5-(2-fluorophenyl)-7H-pyrrolo[2,3-d]pyrimidin-7-yl)isonicotinonitrile